N-benzyl-2-(5-(pyrazol-4-yl)pyridin-2-yl)acetamide C(C1=CC=CC=C1)NC(CC1=NC=C(C=C1)C=1C=NNC1)=O